(1r,3r)-3-(cyanoamino)-N-(2-cyclohexyl-4-fluoro-1,3-thiazol-5-yl)cyclobutane-1-carboxamide C(#N)NC1CC(C1)C(=O)NC1=C(N=C(S1)C1CCCCC1)F